CC(C(C)C)=O iso-pentanone